[[2-[(2S,5R)-5-methyl-2-[6-(methylamino)-3-pyridyl]-1-piperidyl]-2-oxo-acetyl]amino]pyridine-3-carboxamide C[C@@H]1CC[C@H](N(C1)C(C(=O)NC1=NC=CC=C1C(=O)N)=O)C=1C=NC(=CC1)NC